N1CC(CCCC1)S(=O)(=O)N azepan-3-sulfonamide